S1C=NC2=C1C(=CC=C2)C2=CC=C(C=C2)[C@H](CO)NC(=O)NC=2N=C(SC2C)C#C (R)-1-(1-(4-(Benzo[d]thiazol-7-yl)phenyl)-2-hydroxyethyl)-3-(2-ethynyl-5-methyl-thiazol-4-yl)urea